1-(4-(2-methoxyethyl)benzyl)-5-(methoxymethyl)-1H-pyrazole-4-carboxylic acid methyl ester COC(=O)C=1C=NN(C1COC)CC1=CC=C(C=C1)CCOC